Tert-butyl (6-(((3-((6-chloro-3-(methylcarbamoyl)pyridazin-4-yl)amino)-4-methoxy-5-(3-(methyl-d3)-1H-1,2,4-triazol-1-yl)benzyl)oxy)methyl)-5-fluoropyridin-2-yl)carbamate ClC1=CC(=C(N=N1)C(NC)=O)NC=1C=C(COCC2=C(C=CC(=N2)NC(OC(C)(C)C)=O)F)C=C(C1OC)N1N=C(N=C1)C([2H])([2H])[2H]